SC1=C(N)C=CC=C1 2-sulfhydryl-aniline